C1(CC1)COC(=O)NCC1=C(N=NN1C)C1=CC=C(C(=N1)C)O[C@@H]1C[C@H](CCC1)C(=O)O (1S,3S)-3-((6-(5-((((cyclopropyl-methoxy)carbonyl)amino)methyl)-1-methyl-1H-1,2,3-triazol-4-yl)-2-methylpyridin-3-yl)oxy)cyclohexane-1-carboxylic acid